O1CCOCCOCCOCC1 1,4,7,10-tetraoxacyclododecane